S1C(=NC2=C1C=CC=C2)C2N(CCCC2)C(CN2C(NC(C2=O)(C2=CC1=CC=CC=C1C=C2)C)=O)=O 3-{2-[2-(1,3-benzothiazol-2-yl)piperidin-1-yl]-2-oxoethyl}-5-methyl-5-(naphthalen-2-yl)imidazolidine-2,4-dione